1-(pyridazin-4-yl)-1H-pyrazole-3-carboxamide monobutanedioate C(CCC(=O)O)(=O)O.N1=NC=C(C=C1)N1N=C(C=C1)C(=O)N